5-methyl-6,7,8,9-tetrahydropyrido[3',2':4,5]pyrrolo[1,2-a]pyrazine-3-carbonitrile CC=1C2=C(N3C1CNCC3)N=CC(=C2)C#N